CC(=CCCC(C)=O)CCC=C(C)C 6,10-dimethylundec-5,9-dien-2-one